C(C)(C)(C)OC(=O)N1CCC(=CC1)C1=NC=C(C=N1)O.OCCNC(CCC(=O)N)=O N-(2-hydroxyethyl)butanediamide Tert-butyl-4-(5-hydroxypyrimidin-2-yl)-3,6-dihydropyridine-1(2H)-carboxylate